C(=O)C1=NN(C2=C1C=NC(=C2)NC(C)=O)C(C2=CC=CC=C2)(C2=CC=CC=C2)C2=CC=CC=C2 N-(3-formyl-1-trityl-1H-pyrazolo[4,3-c]pyridin-6-yl)acetamide